6-(cyclopropylmethyl)pyridazin-3-ol C1(CC1)CC1=CC=C(N=N1)O